methyl((1-((2-(3,5-dichlorophenyl)-6-((6-(piperazin-1-yl)pyridin-3-yl)oxy)pyridin-4-yl)methyl)piperidin-4-yl)methyl)carbamate COC(NCC1CCN(CC1)CC1=CC(=NC(=C1)OC=1C=NC(=CC1)N1CCNCC1)C1=CC(=CC(=C1)Cl)Cl)=O